ClC1=CC=C(C=C1)C1=CC=NC(N1[C@H](CO)C)C1=CC=NN1C 6-(4-Chlorophenyl)-N-[(2S)-1-hydroxypropan-2-yl]-2-(1-methyl-1H-pyrazol-5-yl)pyrimidin